IC=1C(=NC(=NC1)OC)OC 5-Iodo-2,4-dimethoxypyrimidin